COC=1C=C(OC2=NC3=CC=CC=C3C=C2)C=C(C1)C(F)(F)F (3-methoxy-5-(trifluoromethyl)phenoxy)quinoline